C(C1=CC=CC=C1)[N+]1=CC(=CC=C1)C1=NOC2=C1C=CC(=C2)F 1-benzyl-3-(6-fluorobenzo[d]isoxazol-3-yl)pyridin-1-ium